(9-(4-fluorophenyl)-6-oxaspiro[4.5]dec-8-yl)methyl-1-(3-methoxythiophen-2-yl)methylamine FC1=CC=C(C=C1)C1C(COC2(CCCC2)C1)CNCC=1SC=CC1OC